4-(2-chlorophenyl)-1-[(2H3)methylamino]-6-(trifluoromethyl)-3H-pyrido[1,2-c]pyrimidine ClC1=C(C=CC=C1)C1=C2N(C(=NC1)NC([2H])([2H])[2H])C=CC(=C2)C(F)(F)F